(3-chlorobenzylidene)-4-[3-(quinolin-6-yl)ureido]benzoyl-hydrazine ClC=1C=C(C=NNC(C2=CC=C(C=C2)NC(=O)NC=2C=C3C=CC=NC3=CC2)=O)C=CC1